8-Bromo-1-naphthoic acid BrC=1C=CC=C2C=CC=C(C12)C(=O)O